5-(azetidin-3-yloxy)-3-fluoro-N-methylpyridin-2-carboxamide hydrochloride Cl.N1CC(C1)OC=1C=C(C(=NC1)C(=O)NC)F